methyl 2-(3-(6-cyclopropylimidazo[1,2-a]pyridin-2-yl)-3-((methylsulfonyl)oxy)propyl)-1H-imidazole-4-carboxylate C1(CC1)C=1C=CC=2N(C1)C=C(N2)C(CCC=2NC=C(N2)C(=O)OC)OS(=O)(=O)C